3-benzenecarboxylic acid C1=CC(=CC=C1)C(=O)O